FC(OC=1C=C(C=CC1)[C@]12CCN(C[C@@H]2C1)C(=O)C1CC2(C1)NC(OC2)=O)(F)F (2s,4s)-2-((1r,6s)-6-(3-(trifluoromethoxy)phenyl)-3-azabicyclo[4.1.0]heptane-3-carbonyl)-7-oxa-5-azaspiro[3.4]octane-6-one